C(C)(C)(C)OC(=O)NCCN[C@@H](C(=O)OC)CC1=CNC2=CC=CC=C12 methyl (2R)-2-[2-(tert-butoxycarbonylamino)ethylamino]-3-(1H-indol-3-yl)propanoate